COS(=O)(=O)CC1=CC(=NC=C1)C(F)(F)F (2-(trifluoromethyl)pyridin-4-yl)methanesulfonic acid methyl ester